N-((3-fluoropyridin-2-yl)methyl)-2-(2-((2-(1-(2-(oxazol-2-yl)ethyl)-6,7-dihydro-1H-[1,4]dioxino[2',3':4,5]benzo[1,2-d]imidazol-2-yl)ethyl)amino)ethyl)oxazole-4-carboxamide FC=1C(=NC=CC1)CNC(=O)C=1N=C(OC1)CCNCCC1=NC2=C(N1CCC=1OC=CN1)C=C1C(=C2)OCCO1